C(C1=CC=CC=C1)OC1CC(C1)(C(=O)N[C@@H](CCCO)C1=NC=C(C=C1)F)O (S)-3-(benzyloxy)-N-(1-(5-fluoropyridin-2-yl)-4-hydroxybutyl)-1-hydroxycyclobutane-1-carboxamide